L-beta-hydroxyl-proline OC1[C@H](NCC1)C(=O)O